C(CCCCCCC\C=C/CCCCCCCC)OCC(C[N+](C)(C)C)OCCCCCCCC\C=C/CCCCCCCC 1,2-bis(oleyloxy)-3-(trimethylammonio)propane